ONC(=O)C=1C=NC(=NC1)N1CCC(CC1)CNC1C(C1)C1=CC=C(C=C1)C=1C=NC=NC1 N-hydroxy-2-(4-(((2-(4-(pyrimidin-5-yl)phenyl)cyclopropyl)amino)methyl)piperidin-1-yl)pyrimidine-5-carboxamide